(R)-4-(2-((1-(hydroxymethyl)cyclopropyl)sulfonyl)propan-2-yl)-2,2-dimethylOxazolidine-3-carboxylic acid tert-butyl ester C(C)(C)(C)OC(=O)N1C(OC[C@@H]1C(C)(C)S(=O)(=O)C1(CC1)CO)(C)C